[Se].[Fe].[Ni] nickel-iron-selenium